CC=1N(C(C=C(C1C(=O)O)O)=O)C1(COCC1)C.CON([C@@H](CS)C(=O)O)CC1=CC=CC=C1 methoxybenzylcysteine methyl-4-hydroxy-1-(3-methyltetrahydrofuran-3-yl)-6-oxo-1,6-dihydropyridine-3-carboxylate